1-[4-(N-2-Methoxybenzoylsulfamoyl)phenyl]-3,3-dimethylurea COC1=C(C(=O)NS(=O)(=O)C2=CC=C(C=C2)NC(=O)N(C)C)C=CC=C1